ClC=1C(=CC(=C(C1)S(=NC(C1=CC(=CC=C1)C(F)(F)F)=O)(=O)CC)C)N=CN(C)CC N-((5-Chloro-4-(((ethyl(methyl)amino)methylen)amino)-2-methylphenyl)(ethyl)(oxo)-λ6-sulfaneyliden)-3-(trifluoromethyl)benzamid